pyrrolo[3,4-d]imidazol N1=CN=C2C1=CN=C2